2-(2-(N-((4-fluoro-2,6-diisopropylphenyl)carbamoyl)sulfamoyl)vinyl)-2-methylpyrrolidine-1-carboxylic acid tert-butyl ester C(C)(C)(C)OC(=O)N1C(CCC1)(C)C=CS(NC(NC1=C(C=C(C=C1C(C)C)F)C(C)C)=O)(=O)=O